N-((1H-pyrrolo[3,2-c]pyridine-2-yl)methyl)-2-(5-((3-(((3R,3aR,6R,6aR)-6-methoxyhexahydrofuro[3,2-b]furan-3-yl)oxy)propyl)amino)-6-oxo-2-phenylpyrimidin-1(6H)-yl)acetamide N1C(=CC=2C=NC=CC21)CNC(CN2C(=NC=C(C2=O)NCCCO[C@H]2[C@@H]1[C@H](OC2)[C@@H](CO1)OC)C1=CC=CC=C1)=O